OC1[C@H](O)[C@H](O)[C@H](O)[C@H](O1)C(=O)O D-Allopyranuronic acid